4-{[3-Methoxy-4-(1-methyl-1H-1,2,4-triazol-3-yl)pyridin-2-yl]amino}-N-(2H3)methyl-6-[(pyridin-4-yl)amino]pyridazin-3-carboxamid COC=1C(=NC=CC1C1=NN(C=N1)C)NC1=C(N=NC(=C1)NC1=CC=NC=C1)C(=O)NC([2H])([2H])[2H]